2-(4-(azetidin-3-yl)phenyl)-4-methylthiazole N1CC(C1)C1=CC=C(C=C1)C=1SC=C(N1)C